ClC=1C(=CC(=NC1)NC1CCN(CC1)CC1=C(C=NC=C1)N1C(NC(CC1)=O)=O)C=1N=C(SC1)NCC1(CCOCC1)C#N 4-(((4-(5-chloro-2-((1-((3-(2,4-dioxotetrahydropyrimidin-1(2H)-yl)pyridin-4-yl)methyl)piperidin-4-yl)amino)pyridin-4-yl)thiazol-2-yl)amino)methyl)tetrahydro-2H-pyran-4-carbonitrile